4-(5-(difluoromethyl)-1,2,4-oxadiazol-3-yl)pyridin-2(1H)-On FC(C1=NC(=NO1)C1=CC(NC=C1)=O)F